CNC1=NC(N(C=C1F)C=1N=C(OC1C1=CC(=C(C=C1)F)F)C1=NC(=CC(=C1)C)C)=O N-methyl-{1-[5-(3,4-difluorophenyl)-2-(4,6-dimethyl-2-pyridyl)-1,3-oxazol-4-yl]-5-fluoro-2-oxo-1,2-dihydro-4-pyrimidinyl}amine